bistrifluoromethyl-benzyl alcohol FC(F)(F)C(C1=CC=CC=C1)(C(F)(F)F)O